CIS-4-AMINOCROTONIC ACID NC\C=C/C(=O)O